2-(6-(cyclopropanesulfonylamino)pyridin-2-yl)-N-(4-(pyridin-3-yl)phenyl)acetamide C1(CC1)S(=O)(=O)NC1=CC=CC(=N1)CC(=O)NC1=CC=C(C=C1)C=1C=NC=CC1